bis(2-butyloctyl)10-[3-(dimethylamino)propyl-(octylsulfonimidoyl)amino]nonadecanedioate C(CCC)C(COC(CCCCCCCCC(CCCCCCCCC(=O)OCC(CCCCCC)CCCC)N(S(=O)(=N)CCCCCCCC)CCCN(C)C)=O)CCCCCC